C(C)OC(=O)C1CC(C1)N1C(NC2=C(C1=O)C(=C(S2)Br)C)=O (1S,3S)-3-(6-bromo-5-methyl-2,4-dioxo-1,2-dihydrothieno[2,3-d]pyrimidin-3(4H)-yl)cyclobutane-1-carboxylic acid ethyl ester